C(CCCCCCCCCCCCCCC)(=O)OCC(COC(CCCCCCCCCCCCCCC)=O)(COCC(COC(CCCCCCCCCCCCCCC)=O)(CO)CO)CO dipentaerythritol tripalmitate